ethyl-L-glycine benzyl-(3-((1S,3R)-3-((bicyclo[1.1.1]pentan-1-ylcarbamoyl)oxy)cyclopentyl)-1H-pyrazol-5-yl)carbamate C(C1=CC=CC=C1)N(C(O)=O)C1=CC(=NN1)[C@@H]1C[C@@H](CC1)OC(NC12CC(C1)C2)=O.C(C)NCC(=O)O